N2,N3-bis(3-(trifluoromethoxy)phenyl)pyrazine-2,3-diamine FC(OC=1C=C(C=CC1)NC1=NC=CN=C1NC1=CC(=CC=C1)OC(F)(F)F)(F)F